1-acetyl-4-[8-(methoxymethyl)-2-methyl-4-({(1R)-1-[2-methyl-3-(trifluoromethyl)phenyl]ethyl}amino)pyrido[3,4-d]pyrimidin-6-yl]-1,4lambda5-azaphosphinan-4-one C(C)(=O)N1CCP(CC1)(=O)C1=CC2=C(N=C(N=C2N[C@H](C)C2=C(C(=CC=C2)C(F)(F)F)C)C)C(=N1)COC